N1(CCC1)CCC1=NN(C2=CC(=CC(=C12)OC)F)COCC[Si](C)(C)C 3-(2-(azetidin-1-yl)ethyl)-6-fluoro-4-methoxy-1-((2-(trimethylsilyl)ethoxy)methyl)-1H-indazole